6-tert-butylnaphthalene-2,3-diol C(C)(C)(C)C=1C=C2C=C(C(=CC2=CC1)O)O